C(N)(=O)NC(C(C)Cl)=O N-carbamoyl-2-chloro-propanamide